1-cyclopropyl-5-[3-(2-methoxypyridin-4-yl)-1,2,4-oxadiazol-5-yl]-1H-1,2,3-benzotriazole C1(CC1)N1N=NC2=C1C=CC(=C2)C2=NC(=NO2)C2=CC(=NC=C2)OC